O=S1(CC(C1)C1CCN(CC1)C1=C(C=C(C=C1F)N1C(O[C@H](C1)CNC(C)=O)=O)F)=O (S)-N-((3-(4-(4-(1,1-dioxidothietan-3-yl)piperidin-1-yl)-3,5-difluorophenyl)-2-oxooxazolidin-5-yl)methyl)acetamide